tris-(hydroxyethyl)-methyl-ammonium INDIUM [In+3].OCC[N+](C)(CCO)CCO